NC1CCC(CC1)NC1=NC2=CC=C(C=C2C=N1)C=1C(=NC(=NC1)NS(=O)(=O)C1=C(C=CC=C1)Cl)C N-(5-(2-(((1r,4r)-4-aminocyclohexyl)amino)quinazolin-6-yl)-4-methylpyrimidin-2-yl)-2-chlorobenzene-sulfonamide